2-(2-propylsulfanylethyl-sulfanylmethyl)pyridine C(CC)SCCC(C1=NC=CC=C1)S